ClC=1C=C(C=CC1OCC=1C=NC(=CC1)C(C)C)NC1=C(C=NC2=CC(=C(C=C12)NC(\C=C\CN(C)C)=O)OCC)C#N (E)-N-(4-((3-chloro-4-((6-isopropylpyridin-3-yl)methoxy)phenyl)amino)-3-cyano-7-ethoxyquinolin-6-yl)-4-(dimethylamino)but-2-enamide